((1S,2R,3R,3'R,4R)-3-aminospiro[bicyclo[2.2.1]heptane-2,1'-cyclohexan]-3'-yl)methanol hydrochloride Cl.N[C@@H]1[C@@H]2CC[C@@H](C2)[C@@]12C[C@@H](CCC2)CO